S(=O)(=O)(O)O.C(CCCCCCCCCC(C)C)OCCCCCCCCCCC(C)C mono-isotridecyl ether sulfate